C(=O)O.C1=C2C(=C(N=N1)N)C=NC=C2 pyrido[3,4-d]pyridazin-4-amine formate salt